(2-amino-5-(difluoromethoxy)phenyl)dimethylphosphine oxide NC1=C(C=C(C=C1)OC(F)F)P(C)(C)=O